4-(4'-((trans)-2-aminocyclopropoxy)-[1,1'-biphenyl]-4-yl)-2-(2-((S)-1-hydroxyethyl)-1H-imidazol-1-yl)but-3-en-1-ol N[C@H]1[C@@H](C1)OC1=CC=C(C=C1)C1=CC=C(C=C1)C=CC(CO)N1C(=NC=C1)[C@H](C)O